C(C1CO1)OC(C1=CC=C(C(=O)OCC2CO2)C=C1)=O.C(C1CO1)OC(C1=CC(C(=O)OCC2CO2)=CC=C1)=O.C(C=1C(C(=O)OCC2CO2)=CC=CC1)(=O)OCC1CO1 diglycidyl phthalate diglycidyl-isophthalate diglycidyl-terephthalate